C(C1=CC=CC=C1)OC=1C=CC2=C(C(=C(O2)C)C(=O)N[C@@H]2CNCC2)C1 (S)-5-(benzyloxy)-2-methyl-N-(pyrrolidin-3-yl)benzofuran-3-carboxamide